NC1=NC2=C(C=3N1N=C(N3)C=3OC=CC3)C=NN2C(C(=O)NC[C@H]2OCCC2)(C)C2=CC=CC=C2 2-(5-amino-2-(furan-2-yl)-7H-pyrazolo[4,3-e][1,2,4]triazolo[1,5-c]pyrimidin-7-yl)-2-phenyl-N-(((S)-tetrahydrofuran-2-yl)methyl)propanamide